(R)-5-(3-cyclohexyl-7-fluoro-2-methyl-1,1-dioxido-5-phenyl-2,3,4,5-tetrahydrobenzo[f][1,2,5]thiadiazepin-8-yl)-3-((ethoxycarbonyl)amino)thiophene-2-carboxylic acid C1(CCCCC1)[C@H]1N(S(C2=C(N(C1)C1=CC=CC=C1)C=C(C(=C2)C2=CC(=C(S2)C(=O)O)NC(=O)OCC)F)(=O)=O)C